OC[C@@H](CC)NC(=O)C1=CC=C2C(=CC(=NC2=C1)NCC1=CC(=CC=C1)C(F)(F)F)OC (R)-N-(1-hydroxybutan-2-yl)-4-methoxy-2-((3-(trifluoromethyl)benzyl)amino)quinoline-7-carboxamide